O=CCCC1=C(C(=O)N)C=CC(=C1)O (3-oxopropyl)-4-hydroxybenzamide